C(=O)CC(=O)OCCC propyl formylacetate